para-glycidyloxyphenyl sulfone C(C1CO1)OC1=CC=C(C=C1)S(=O)(=O)C1=CC=C(C=C1)OCC1CO1